BrC=1SC(=CN1)C=1N=NN(N1)C1=C(C=CC=C1C)Cl 2-bromo-5-(2-(2-chloro-6-methylphenyl)-2H-tetrazol-5-yl)thiazole